N-benzylsulfonyl-4-[4-[3-fluoro-4-(5-hydroxypyridin-3-yl)benzoyl]piperazine-1-yl]benzamide C(C1=CC=CC=C1)S(=O)(=O)NC(C1=CC=C(C=C1)N1CCN(CC1)C(C1=CC(=C(C=C1)C=1C=NC=C(C1)O)F)=O)=O